O1CC(CC1)NN1N=CC2=CC=CC=C12 ((tetrahydrofuran-3-yl)amino)-1H-indazol